CSC1=C(C#N)C=CC(=C1)C(F)(F)F 2-methylthio-4-trifluoromethylbenzonitrile